1-Tosyl-3-((trimethylsilyl)ethynyl)-1H-pyrrolo[2,3-b]pyridine S(=O)(=O)(C1=CC=C(C)C=C1)N1C=C(C=2C1=NC=CC2)C#C[Si](C)(C)C